calcium aluminum silicon hydrate O.[Si].[Al].[Ca]